1-(6-Benzyl-3,3-dimethyl-2,3-dihydro-pyrrolo[3,2-c]pyridin-1-yl)-2-((2R,5R)-2-methoxymethyl-5-methyl-piperazin-1-yl)-ethanone hydrochloride salt Cl.C(C1=CC=CC=C1)C1=CC2=C(C=N1)C(CN2C(CN2[C@H](CN[C@@H](C2)C)COC)=O)(C)C